3,4-bis(octyloxy)benzaldehyde C(CCCCCCC)OC=1C=C(C=O)C=CC1OCCCCCCCC